(6R,8R)-2-(2-acryloyl-2,6-diazaspiro[3.4]octan-6-yl)-4-(7-hydroxyquinoxalin-5-yl)-7,7-dimethyl-5,6,7,8-tetrahydro-6,8-methanoquinoline-3-carbonitrile C(C=C)(=O)N1CC2(C1)CN(CC2)C2=NC=1[C@H]3C([C@@H](CC1C(=C2C#N)C2=C1N=CC=NC1=CC(=C2)O)C3)(C)C